ClC1=C(C(=O)NC2=C3C=NN(C3=CC=C2)C=2N=CSC2)C=C(C=C1)CNC(COC)=O 2-Chloro-5-{[(methoxyacetyl)amino]methyl}-N-[1-(1,3-thiazol-4-yl)-1H-indazol-4-yl]benzamide